(1S,2R)-2-(3-(5-(benzyloxy)pentyloxy)propoxy)-2,3-dihydro-1H-inden-1-amine C(C1=CC=CC=C1)OCCCCCOCCCO[C@H]1[C@H](C2=CC=CC=C2C1)N